CC(C)NC(O[C@@H]1C[C@@H](CC1)C1=CC(=NN1)NC(CC=1OC(=CN1)C)=O)=O (1S,3R)-3-(3-{[(5-methyl-1,3-oxazol-2-yl)acetyl]-amino}-1H-pyrazol-5-yl)-cyclopentyl propan-2-yl-carbamate